3-chloro-2-fluorobenzene ClC=1C(=CC=CC1)F